N[C@H](C(=O)N[C@@H]1C[C@@](NCC1)(C(=O)O)CCCCB(O)O)C(C)C (2R,4S)-4-((S)-2-amino-3-methylbutanamido)-2-(4-boronobutyl)piperidine-2-Formic acid